N1=C(N=CC=C1)CN1[C@@H](CCC1)C(=O)NC(C(=O)O)CC 2-((S)-1-(pyrimidin-2-ylmethyl)pyrrolidine-2-carboxamido)butanoic acid